NC=1C(=C(C(=CC1)Cl)N=S(C)(C)=C=O)Cl ((3-amino-2,6-dichlorophenyl)imino)dimethyl-lambda6-Thioketone